3-cyano-N-((1S)-2-(6-fluoro-2,3-dimethylphenyl)-1-(5-oxo-4,5-dihydro-1,3,4-oxadi-azol-2-yl)propyl)piperidine-1-sulfonamide C(#N)C1CN(CCC1)S(=O)(=O)N[C@@H](C(C)C1=C(C(=CC=C1F)C)C)C=1OC(NN1)=O